ClC=1C(=CC(=C(C1)C(CC(=O)OCC)=O)F)N1[C@H](CCC1)COC1=NC=CC=C1Cl ethyl (R)-3-(5-chloro-4-(2-(((3-chloropyridin-2-yl)oxy)methyl)pyrrolidin-1-yl)-2-fluorophenyl)-3-oxopropanoate